C(C1=CC=CC=C1)NC(=O)C=1N(C(N2C1CN(CC2)C(C2=CC(=C(C=C2)Br)Cl)=O)=O)C2=CC=C(C=C2)N2C[C@@H](OCC2)C |r| N-benzyl-7-(4-bromo-3-chloro-benzoyl)-3-oxo-2-[4-[rac-(2S)-2-methylmorpholin-4-yl]phenyl]-6,8-dihydro-5H-imidazo[1,5-a]pyrazine-1-carboxamide